bis[4-(3-aminopropenoxy)phenyl] sulfone NCC=COC1=CC=C(C=C1)S(=O)(=O)C1=CC=C(C=C1)OC=CCN